((1-(4-methoxybenzyl)-3-(trifluoromethyl)-1,4,5,6-tetrahydro-7H-pyrazolo[3,4-b]pyridin-7-yl)methyl)bicyclo[1.1.1]pentane-1-carboxylic acid COC1=CC=C(CN2N=C(C3=C2N(CCC3)CC3C2(CC3C2)C(=O)O)C(F)(F)F)C=C1